6-[5,6-difluoro-4-[3-[2-hydroxyethyl-(methyl)amino]-1-piperidinyl]-8-(methylamino)-9H-pyrido[2,3-b]indol-3-yl]-1-methyl-4-oxo-1,8-naphthyridine-3-carboxylic acid FC1=C2C3=C(NC2=C(C=C1F)NC)N=CC(=C3N3CC(CCC3)N(C)CCO)C=3C=C1C(C(=CN(C1=NC3)C)C(=O)O)=O